N-(2,3-dihydro-benzofuran-5-yl)-2-chloro-3-trifluoromethyl-benzamide O1CCC2=C1C=CC(=C2)NC(C2=C(C(=CC=C2)C(F)(F)F)Cl)=O